NC1=NC=C(C2=C1C(=NN2C)C2=CC(=C(C=C2)NS(=O)(=O)C(F)F)O[C@@H](C)C2=CC=C(C=C2)F)C=2C=NN(C2)C2CCNCCC2 N-(4-(4-amino-7-(1-(azepan-4-yl)-1H-pyrazol-4-yl)-1-methyl-1H-pyrazolo[4,3-c]pyridin-3-yl)-2-((S)-1-(4-fluorophenyl)ethoxy)phenyl)-1,1-difluoromethane-sulfonamide